ClC=1C=C(C=NC1N1N=CC=N1)NC(=O)C=1C=NN(C1C(F)(F)F)C1=CC=CC=2N1C=CN2 N-(5-chloro-6-(2H-1,2,3-triazol-2-yl)pyridin-3-yl)-1-(imidazo[1,2-a]pyridin-5-yl)-5-(trifluoromethyl)-1H-pyrazole-4-carboxamide